BrC1=CC=C(C=C1)C=1N=C2N(C=CC=C2)C1CN1C2CN(C(C1)CC2)C(=O)OC(C)(C)C Tert-butyl 5-{[2-(4-bromophenyl) imidazo[1,2-a]pyridin-3-yl] methyl}-2,5-diazabicyclo[2.2.2]octane-2-carboxylate